2-nitro-4-(trifluoromethoxy)benzoic acid [N+](=O)([O-])C1=C(C(=O)O)C=CC(=C1)OC(F)(F)F